benzyl methyl((3aR,5s,6aS)-2-((2-methyl-6-(trifluoromethyl)pyridin-3-yl)sulfonyl)octahydrocyclopenta[c]pyrrol-5-yl)carbamate CN(C(OCC1=CC=CC=C1)=O)C1C[C@@H]2[C@@H](CN(C2)S(=O)(=O)C=2C(=NC(=CC2)C(F)(F)F)C)C1